N-((1R,2R,4S)-7-cyano-7-azabicyclo[2.2.1]heptan-2-yl)-5-(2-methylpropoxy)-2,4-bis(1-methyl-1H-pyrazol-4-yl)benzamide C(#N)N1[C@H]2[C@@H](C[C@@H]1CC2)NC(C2=C(C=C(C(=C2)OCC(C)C)C=2C=NN(C2)C)C=2C=NN(C2)C)=O